ClC1=C(C(=CC=C1)F)CC1=NOC(N1CC1=CC=C(C=C1)C)=O 3-[(2-chloro-6-fluorophenyl)methyl]-4-[(4-methylphenyl)methyl]-4,5-dihydro-1,2,4-oxadiazol-5-one